C(C)(C)(C)NCC(COC1=NC=CC(=C1)NC(C1=C(C=C(C(=C1)C(F)(F)F)C1CC1)OC1=C(C=C(C=C1)F)C)=O)O N-(2-(3-(tert-Butylamino)-2-hydroxypropoxy)pyridin-4-yl)-4-cyclopropyl-2-(4-fluoro-2-methylphenoxy)-5-(Trifluoromethyl)benzamide